C(C)(C)(C)OC(=O)N[C@]1([C@@H](C1)C=C)C(=O)O (1R,2S)-1-((tert-butoxycarbonyl)amino)-2-vinylcyclopropane-1-carboxylic acid